CCCCCCCCC(C(CCCC=CC=CC(=O)O)O)O 9,10-dihydroxyoctadecadienoic acid